3-((7,8-dichloro-4-(1H-pyrazol-4-yl)quinolin-2-yl)(methyl)amino)propanoic acid ClC1=CC=C2C(=CC(=NC2=C1Cl)N(CCC(=O)O)C)C=1C=NNC1